C(C)(C)(C)OC(CC1=CC=C(C=C1)NC1=C(N=NC(=C1)C1=C(C=CC=C1F)F)C(=O)[O-])=O 4-((4-(2-tert-butoxy-2-oxoethyl)phenyl)amino)-6-(2,6-difluorophenyl)pyridazine-3-carboxylate